heptadecanoic acid C(CCCCCCCCCCCCCCCC)(=O)O